(3-(azetidin-3-yl)-1-(4-(trifluoromethoxy)phenyl)-1H-pyrazolo[3,4-b]pyridin-4-yl)methanol N1CC(C1)C1=NN(C2=NC=CC(=C21)CO)C2=CC=C(C=C2)OC(F)(F)F